CN1C=[N+](C=C1)CCC 1-methyl-3-propyl-1H-imidazol-3-ium